ClC1=NC(=NC=C1)C1=NC(=CC(=C1)N)C=1SC=CN1 2-(4-chloropyrimidin-2-yl)-6-(thiazol-2-yl)-pyridin-4-amine